C(C)OC(C1=CN=C(C(=C1NC(=O)NC(C(Cl)(Cl)Cl)=O)F)Cl)=O 6-chloro-5-fluoro-4-(3-(2,2,2-trichloroacetyl)ureido)nicotinic acid ethyl ester